1-benzyl-3-(3-indolyl)-3-hydroxy-7-methyl-indol-2-one C(C1=CC=CC=C1)N1C(C(C2=CC=CC(=C12)C)(O)C1=CNC2=CC=CC=C12)=O